dimethylchromium carbon [C].C[Cr]C